(2-(4-(Dimethylamino)piperidin-1-yl)quinolin-6-yl)methanol CN(C1CCN(CC1)C1=NC2=CC=C(C=C2C=C1)CO)C